6-(1-((5-chloro-1-methyl-1H-pyrazol-4-yl)sulfonyl)piperidin-4-yl)-7-ethyl-[1,2,4]triazolo[1,5-a]pyridine ClC1=C(C=NN1C)S(=O)(=O)N1CCC(CC1)C=1C(=CC=2N(C1)N=CN2)CC